ClC=1C=C(C=CC1)N1N(CN(C1)C1=CC=CC=C1)C1=CC(=CC=C1)Cl 1,2-bis(3-chlorophenyl)-4-phenyl-1,2,4-triazolidine